ClC=1C=C(C(=NC1)N1C([C@@H](N(C(C1)=O)CC1=CC=C(C=C1)C(F)(F)F)C1CC1)=O)F (S)-1-(5-chloro-3-fluoropyridin-2-yl)-3-cyclopropyl-4-(4-(trifluoromethyl)benzyl)piperazine-2,5-dione